C(#N)C(CNC=1C(=CC=C2C=CC(=CC12)C1=CC=C(C=N1)C#N)OC)=C 6-{8-[(2-cyano-2-methylideneethyl)amino]-7-methoxynaphthalen-2-yl}pyridine-3-carbonitrile